C(C)(C)(C)OC(C(CC1=CC=NC=C1)N)=O 2-amino-3-(pyridin-4-yl)propionic acid tert-butyl ester